(S)-2,2-Difluoro-2'-(4-fluorophenyl)-3'-(3-methyl-1H-pyrazolo[3,4-b]pyridin-4-yl)-5'H,7'H-spiro[cyclopropane-1,6'-pyrazolo[5,1-b][1,3]oxazine] FC1(C[C@@]12CN1C(OC2)=C(C(=N1)C1=CC=C(C=C1)F)C1=C2C(=NC=C1)NN=C2C)F